NC1=C(C=C(N=N1)C1=C(C=CC=C1)O)N1CC2CCC(C1)N2C2=CC(=NC=C2)C#CCN2CCC1=C(CC2)C=CC=C1 2-[6-amino-5-[8-[2-[3-(1,2,4,5-tetrahydro-3-benzazepin-3-yl)prop-1-ynyl]-4-pyridyl]-3,8-diazabicyclo[3.2.1]octan-3-yl]pyridazin-3-yl]phenol